FC(C1=CC=C(C=C1)C1CC2C(CNC2)C1)(F)F 5-(4-(trifluoromethyl)phenyl)octahydrocyclopenta[c]pyrrole